C1(CCCCC1)[C@@H]1N(C[C@@H](CC1)C)C(C(=O)NC1=C(C(=NC=C1)OC)C(=O)N)=O [[2-[(2R,5R)-2-cyclohexyl-5-methyl-1-piperidyl]-2-oxo-acetyl]amino]-2-methoxy-pyridine-3-carboxamide